[Br-].C[NH+](CC(COC(CCCCCCC\C=C/CCCCCCCC)=O)OC(CCCCCCC\C=C/CCCCCCCC)=O)C dimethyl-2,3-dioleoyloxypropylammonium bromide